N-[4-(morpholin-4-yl)phenyl]-4-(2-{[(3S)-piperidin-3-yl]amino}-5-(trifluoromethyl)pyrimidin-4-yl)-1H-pyrrol-2-carboxamide N1(CCOCC1)C1=CC=C(C=C1)NC(=O)C=1NC=C(C1)C1=NC(=NC=C1C(F)(F)F)N[C@@H]1CNCCC1